NC1=C(C=C(C=C1)Cl)C(=O)C1CCCCC1 (2-amino-5-chlorophenyl)(cyclohexyl)methanone